BrC1=CC=C2C(=C(C(=NC2=C1)Cl)C#N)N1C[C@H]2CC[C@@H](C1)N2C(=O)OC(C)(C)C tert-butyl (1R,5S)-3-(7-bromo-2-chloro-3-cyanoquinolin-4-yl)-3,8-diazabicyclo[3.2.1]octane-8-carboxylate